NC=1SC=C(N1)C=1SC=C(C1)Cl 2-amino-4-(4-chloro-2-thienyl)thiazole